CC(C(=O)OC=1C2C3C(N(C(C3C(C1)O2)=O)C2=CC=C(C=C2)CC2=CC=C(C=C2)N2C(C1C3C=C(C(C1C2=O)O3)OC(C(=C)C)=O)=O)=O)=C (methylenebis(4,1-phenylene))bis(1,3-dioxo-2,3,3a,4,7,7a-hexahydro-1H-4,7-epoxyisoindole-2,5-diyl) bis(2-methylacrylate)